BrC=1C=C2C(=NC=NC2=CC1OC(F)F)C=1C(=NN(C1)CC)C1=CC=CC=C1 6-bromo-7-(difluoromethoxy)-4-(1-ethyl-3-phenyl-1H-pyrazol-4-yl)quinazoline